N1N=CC(=C1)C1=CC=C(C=C1)NC1=NC(=NC=C1)C1=CC=C2C=C(NC2=C1)C(=O)N(C)C 6-(4-((4-(1H-pyrazol-4-yl)phenyl)amino)pyrimidin-2-yl)-N,N-dimethyl-1H-indole-2-carboxamide